COCC1=NOC=C1 3-(methoxymethyl)isoxazole